C(C)(C)(C)OC(=O)N1C(CCCC1)C=1C=CC=C2C=CN(C12)C (1-methylindol-7-yl)piperidine-1-carboxylic acid tert-butyl ester